4-(6-((1R,3R,5S)-3-hydroxy-8-azabicyclo[3.2.1]oct-8-yl)pyridin-3-yl)-6-(1-methyl-1H-pyrazol-4-yl)pyrazolo[1,5-a]pyridine-3-carbonitrile OC1C[C@H]2CC[C@@H](C1)N2C2=CC=C(C=N2)C=2C=1N(C=C(C2)C=2C=NN(C2)C)N=CC1C#N